5-[(4-{3-(cyanomethyl)-3-[4-(7H-pyrrolo[2,3-d]pyrimidin-4-yl)-1H-pyrazol-1-yl]azetidin-1-yl}piperidin-1-yl)methyl]-2-fluorobenzonitrile C(#N)CC1(CN(C1)C1CCN(CC1)CC=1C=CC(=C(C#N)C1)F)N1N=CC(=C1)C=1C2=C(N=CN1)NC=C2